tert-butyl (R)-(1-(4-bromo-3-fluoro-2-methylphenyl)ethyl)carbamate BrC1=C(C(=C(C=C1)[C@@H](C)NC(OC(C)(C)C)=O)C)F